23H-porphin C12=CC=C(N1)C=C1C=CC(=N1)C=C1C=CC(N1)=CC=1C=CC(N1)=C2